NC1=NC(=C(C(=C1C#N)C1=CC(=CC=C1)C=1C=NC=C(C1)F)C#N)N1CCCCC1 2-amino-4-(3-(5-fluoropyridin-3-yl)phenyl)-6-(piperidin-1-yl)pyridine-3,5-dinitrile